8-chloro-2-(2,6-difluorophenyl)-N-(1-(1-(tetrahydro-2H-pyran-4-yl)piperidin-4-yl)-1H-pyrazol-4-yl)pyrazolo[1,5-a][1,3,5]triazin-4-amine ClC=1C=NN2C1N=C(N=C2NC=2C=NN(C2)C2CCN(CC2)C2CCOCC2)C2=C(C=CC=C2F)F